ClC1=NC=CC(=N1)N1CCC(CC1)C1=C(C2=C(N=NC(=C2)C2=C(C=CC=C2)O)S1)C 2-{6-[1-(2-chloropyrimidin-4-yl)piperidin-4-yl]-5-methylthieno[2,3-c]pyridazin-3-yl}phenol